2-Methoxy-2-methylpropylamine COC(CN)(C)C